C(#N)C1=CC(=C(C=C1)N1C(=C(CC2=C(N=CC(=C12)C)OCC1(CC1)C#N)C(=O)N)C)OC (4-cyano-2-methoxyphenyl)-5-((1-cyanocyclopropyl)methoxy)-2,8-dimethyl-1,4-dihydro-1,6-naphthyridine-3-carboxamide